lauric acid calcium [Ca].C(CCCCCCCCCCC)(=O)O